BrC=1C(=NC=CC1)CC1N(C(C2=CC=CC=C12)=O)CC1=CC(=C(C=C1)N)N 3-((3-bromopyridin-2-yl)methyl)-2-(3,4-diaminobenzyl)isoindolin-1-one